COC(=O)C=1C=CC2=C(N(C(=N2)CCl)C[C@H]2OCC2)C1 (S)-2-(chloromethyl)-1-((oxetan-2-yl)methyl)-1H-benzo[d]Imidazole-6-carboxylic acid methyl ester